6-methyl-4-oxo-1,4-dihydropyridine-3-carboxylic acid CC1=CC(C(=CN1)C(=O)O)=O